6-(trifluoromethyl)isochroman-4-ol FC(C=1C=C2C(COCC2=CC1)O)(F)F